C1(=C(C=CC=C1)C=1N(OC=CC1)C(N)=O)C=1N(OC=CC1)C(N)=O phenylenedi(2-carbamoyl-oxazine)